N1C(=CC=CC(=C1)C(=O)N)C(=O)N azepine-2,6-dicarboxamide